N-((5-(2,2-difluorocyclopropyl)-1-(phenylsulfonyl)-6-(thiazol-4-ylmethoxy)-1H-indol-2-yl)methyl)-1-methylcyclopropane-1-carboxamide FC1(C(C1)C=1C=C2C=C(N(C2=CC1OCC=1N=CSC1)S(=O)(=O)C1=CC=CC=C1)CNC(=O)C1(CC1)C)F